C(C)OC1=CC=2N(C=C1NC(=O)C=1C(N(C=CC1)C)=O)C=C(N2)CCC(C)(C)O N-[7-ethoxy-2-(3-hydroxy-3-methyl-butyl)imidazo[1,2-a]pyridin-6-yl]-1-methyl-2-oxo-pyridine-3-carboxamide